ClC1=C(C=CC(=C1OC)OC)C(CC)=O 1-(2-chloro-3,4-dimethoxyphenyl)propan-1-one